2-Chloro-1-methylpyridin-1-ium iodide [I-].ClC1=[N+](C=CC=C1)C